(4R)-N-(7-chloro-6-(1-((3S,4S)-4-fluoro-3-methyltetrahydrofuran-3-yl)piperidin-4-yl)isoquinolin-3-yl)-2,2-dimethyltetrahydro-2H-pyran-4-carboxamide ClC1=C(C=C2C=C(N=CC2=C1)NC(=O)[C@H]1CC(OCC1)(C)C)C1CCN(CC1)[C@]1(COC[C@H]1F)C